3-amino-5-chloro-1-methyl-2(1H)-pyridone NC=1C(N(C=C(C1)Cl)C)=O